C1OCC2C1=CC(C2)=O 3a,4-dihydro-1H-cyclopenta[c]furan-5(3H)-one